ClC1=NC(=NC(=N1)N1CCOCC1)N1CCN(CC1)C(=O)O 4-(4-chloro-6-(N-morpholinyl)-1,3,5-triazin-2-yl)piperazine-1-carboxylic acid